(R)-N-(3-(1-((2-amino-5-(1-methyl-1H-pyrazol-4-yl)pyridin-3-yl)oxy)ethyl)phenyl)-3-(methyl-sulfonyl)benzamide NC1=NC=C(C=C1O[C@H](C)C=1C=C(C=CC1)NC(C1=CC(=CC=C1)S(=O)(=O)C)=O)C=1C=NN(C1)C